4-(1-amino-2,2,2-trifluoroethyl)-N-(4-methyl-3-(7-(methylamino)-1,6-naphthyridin-3-yl)phenyl)picolinamide NC(C(F)(F)F)C1=CC(=NC=C1)C(=O)NC1=CC(=C(C=C1)C)C=1C=NC2=CC(=NC=C2C1)NC